benzoic chloride C(C1=CC=CC=C1)(=O)Cl